(R)-4-(3,5-Dimethylisoxazol-4-yl)-N1-(1-(methylsulfonyl)pyrrolidin-3-yl)benzene-1,2-diamine CC1=NOC(=C1C=1C=C(C(=CC1)N[C@H]1CN(CC1)S(=O)(=O)C)N)C